Methyl 2-{4-[4-cyano-2-(4-methyl-1,2,4-triazol-3-yl)phenyl]-6-cyclopropylpyridin-2-yl}-1,3-benzoxazole-5-carboxylate C(#N)C1=CC(=C(C=C1)C1=CC(=NC(=C1)C1CC1)C=1OC2=C(N1)C=C(C=C2)C(=O)OC)C2=NN=CN2C